(+)-α-terpineol CC1=CC[C@@H](CC1)C(C)(C)O